7-chloro-6-fluoro-4-oxo-1-[3-(pyridin-3-yl)-1,2,4-thiadiazol-5-yl]-1,4-dihydro-1,8-naphthyridine-3-carboxylate ClC1=C(C=C2C(C(=CN(C2=N1)C1=NC(=NS1)C=1C=NC=CC1)C(=O)[O-])=O)F